2-(3-cyano-4-methyl-5-oxo-1H-pyrrol-2(5H)-ylidene)malononitrile C(#N)C=1C(NC(C1C)=O)=C(C#N)C#N